C(C)(C)(C)OC(=O)N1CC(C1)C1=NN(C2=NC=CC(=C21)C=2C=NN(C2)C(C)C)C2=CC=C(C=C2)OC(F)(F)F 3-(4-(1-isopropyl-1H-pyrazol-4-yl)-1-(4-(trifluoromethoxy)phenyl)-1H-pyrazolo[3,4-b]pyridin-3-yl)azetidine-1-carboxylic acid tert-butyl ester